7-(ethylamino)heptanoic acid C(C)NCCCCCCC(=O)O